C(C)(C)(C)NC1=C(N=C2N1N=C(C(=N2)\C=C\C=2SC=CC2)C)C=2SC=CC2 (E)-N-(tert-butyl)-2-methyl-6-(thiophen-2-yl)-3-(2-(thiophen-2-yl)vinyl)imidazo[1,2-b][1,2,4]triazin-7-amine